5-((1-(2-chlorophenyl)-2,2-difluoroethyl)amino)-N-((R,E)-4-(methylsulfonyl)but-3-en-2-yl)pyrimidine-2-carboxamide ClC1=C(C=CC=C1)C(C(F)F)NC=1C=NC(=NC1)C(=O)N[C@H](C)\C=C\S(=O)(=O)C